N-((5-(pyridin-3-ylmethoxy)-7-((2-bromo-[1,1'-biphenyl]-3-yl)methoxy)benzo[c][1,2,5]oxadiazol-4-yl)methyl)-D-serine N1=CC(=CC=C1)COC1=C(C=2C(=NON2)C(=C1)OCC=1C(=C(C=CC1)C1=CC=CC=C1)Br)CN[C@H](CO)C(=O)O